(((7S,8S)-5-fluoro-2-(2-methoxy-7-methylquinoxalin-5-yl)-8-methyl-7,8-dihydrobenzofuro[5,4-d]thiazol-7-yl)methyl)carbamic acid methyl ester COC(NC[C@H]1OC2=C([C@@H]1C)C1=C(N=C(S1)C1=C3N=CC(=NC3=CC(=C1)C)OC)C=C2F)=O